COC1=CC=C(C=C1)C1=NNC(=C1O)C 3-(4-methoxyphenyl)-5-methyl-1H-pyrazol-4-ol